C(C=C)(=O)OCC(=O)OCC(=O)OCC(=O)O ((((2-(acryloyloxy)ethanoyl)oxy)ethanoyl)oxy)ethanoic acid